4-chloro-N'-cyclopropanecarbonyl-2-iodobenzohydrazide ClC1=CC(=C(C(=O)NNC(=O)C2CC2)C=C1)I